N(=[N+]=[N-])CCC(C(CC#N)O)(C)C 5-azido-1-cyano-3,3-dimethyl-2-pentanol